C4,4'-diamino-2,2'-dimethyl-1,1'-biphenyl NC1=CC(=C(C=C1)C1=C(C=C(C=C1)N)C)C